mono-nitrotriphenylene [N+](=O)([O-])C1=CC=CC=2C3=CC=CC=C3C3=CC=CC=C3C12